di(ethanediol) malonate C(CC(=O)O)(=O)O.C(C)(O)O.C(C)(O)O